(R)-1-(3-(3-methyl-4-(2,2,2-trifluoroethyl)piperazine-1-carbonyl)-4-fluorobenzyl)quinazoline-2,4(1H,3H)-dione C[C@@H]1CN(CCN1CC(F)(F)F)C(=O)C=1C=C(CN2C(NC(C3=CC=CC=C23)=O)=O)C=CC1F